C(N)(=O)C1=CC=C(C=N1)NC(O[C@@H](COC1=CC2=C(N=C(S2)C2=C3N=CC(=NC3=CC(=C2)C)OC)C=C1F)C)=O (R)-1-((5-fluoro-2-(2-methoxy-7-methylquinoxalin-5-yl)benzo[d]thiazol-6-yl)oxy)propan-2-yl (6-carbamoylpyridin-3-yl)carbamate